CC1=C(C(CCC1)(C)C)C=CC(CC)=O 1-(2,6,6-Trimethyl-1-cyclohexen-1-yl)pent-1-en-3-on